C(C)OC(=O)C=1C=C(C(=C2C=NNC12)OC)C 4-methoxy-5-methyl-1H-indazole-7-carboxylic acid ethyl ester